C(C)OC(CC([SiH3])(OCC)OCC)NC([O-])=O N-(triethoxy-silyl-propyl)-carbamate